CN(CCC(=O)N1CCC(CC1)C=1C=C2C(=C(NC2=CC1)C1=CC(=NC=C1)C)CC)C 3-(dimethylamino)-1-(4-(3-ethyl-2-(2-methylpyridin-4-yl)-1H-indol-5-yl)piperidin-1-yl)propan-1-one